N[C@@H](C)C(=O)[O-].[Ti+4].N[C@@H](C)C(=O)[O-].N[C@@H](C)C(=O)[O-].N[C@@H](C)C(=O)[O-] titanium alaninate